4-nitrophenyl (1-methylpyrenyl) carbonate C(OC1=CC=C(C=C1)[N+](=O)[O-])(OC1=C(C2=CC=C3C=CC=C4C=CC(=C1)C2=C43)C)=O